CN(C1COCC1)CCOC1=CC=CC=C1 3-[methyl(2-phenoxyethyl)amino]tetrahydrofuran